6-dibutylamino-1,8-diazabicyclo(5.4.0)-undecen C(CCC)N(C1CCC=CN2CCCNC12)CCCC